propyl-para-toluenesulfonic acid ammonium [NH4+].C(CC)CC1=CC=C(C=C1)S(=O)(=O)O